N-(aminopropyl)methacrylamide NCCCNC(C(=C)C)=O